FCCCN(CCC(C(=O)O)NC1=NC=NC2=CC(=CC=C12)OC)CCCCC1=NC=2NCCCC2C=C1 4-((3-fluoropropyl)(4-(5,6,7,8-tetrahydro-1,8-naphthyridin-2-yl)butyl)amino)-2-((7-methoxyquinazolin-4-yl)amino)butanoic acid